15-chloro-21-fluoro-16-hydroxy-18,18-dioxo-11-oxa-18λ6-thia-19-azatetracyclo[18.3.1.113,17.02,7]pentacosa-1(23),2(7),3,5,13,15,17(25),20(24),21-nonaen-12-one ClC=1C=C2C(OCCCC=3C=CC=CC3C3=CC=C(C(NS(C(C1O)=C2)(=O)=O)=C3)F)=O